1-(methyl-d3)-4-((1S,2S)-2-(4,4,5,5-tetramethyl-1,3,2-dioxaborolan-2-yl)cyclopropyl)-1H-pyrazole C(N1N=CC(=C1)[C@@H]1[C@H](C1)B1OC(C(O1)(C)C)(C)C)([2H])([2H])[2H]